C1(CCCCC1)C(C(F)(F)F)=O 1-cyclohexyl-2,2,2-trifluoro-ethanone